ClC1=CC=C2C(=C(N(C2=C1C=1C(=NN(C1C)C)C)CCN1CCOCC1)C(=O)N(C=1C=C(C(=O)O)C=CC1)C)CCCOC1=CC(=C(C(=C1)C)Cl)C 3-[[6-chloro-3-[3-(4-chloro-3,5-dimethyl-phenoxy)propyl]-1-(2-morpholinoethyl)-7-(1,3,5-trimethylpyrazol-4-yl)indole-2-carbonyl]-methyl-amino]benzoic Acid